4-(6-(tert-butoxycarbonyl)-2,6-diazaspiro[3.4]octan-2-yl)-2-(trifluoromethyl)nicotinic acid C(C)(C)(C)OC(=O)N1CC2(CN(C2)C2=CC=NC(=C2C(=O)O)C(F)(F)F)CC1